C(C1=CC=CC=C1)[C@@](CC(C)C)(C)NC(=O)C=1C=NC2=C(C(=CC=C2C1)F)F N-[(1S)-1-benzyl-1,3-dimethylbutyl]-7,8-difluoro-quinoline-3-carboxamide